cis-trans-1,3,5-Cyclohexanetriol C1(CC(CC(C1)O)O)O